3-dimethylamino-2-(2,4,5-trifluoro-3-methoxyl-benzoyl)-ethyl acrylate C(C=C)(=O)OCCC(C=1C(C(C(=C(C1)F)F)(OC)N(C)C)F)=O